(3-(6-(1-(difluoromethyl)-1H-pyrazol-4-yl)pyrrolo[2,1-f][1,2,4]triazin-4-yl)-3,8-diazabicyclo[3.2.1]octan-8-yl)((1R,2S)-2-fluorocyclopropyl)methanone FC(N1N=CC(=C1)C=1C=C2C(=NC=NN2C1)N1CC2CCC(C1)N2C(=O)[C@@H]2[C@H](C2)F)F